2-(2,6-dioxopiperidin-3-yl)-5-((4-(6-phenylthieno[2,3-d]pyrimidin-4-yl)piperazin-1-yl)methyl)isoindoline-1,3-dione O=C1NC(CCC1N1C(C2=CC=C(C=C2C1=O)CN1CCN(CC1)C=1C2=C(N=CN1)SC(=C2)C2=CC=CC=C2)=O)=O